tert-butyl ((4-methylpiperidin-4-yl)methyl)carbamate CC1(CCNCC1)CNC(OC(C)(C)C)=O